(1r,4r)-4-((8-isopropyl-2-(methylthio)pyrazolo[1,5-a][1,3,5]triazin-4-yl)amino)cyclohexane-1-carboxylic acid C(C)(C)C=1C=NN2C1N=C(N=C2NC2CCC(CC2)C(=O)O)SC